BrC=1C=NC=C(C1)C=1C(=NNC1C)C D-3-bromo-5-(3,5-dimethyl-1H-pyrazol-4-yl)pyridine